CC1=NOC(C1=CC=1SC(=CC1)N1CCCCC1)=O 3-methyl-4-((5-(piperidin-1-yl)thiophen-2-yl)methylene)isoxazol-5(4H)-one